ClC=1C=C(C=CC1Cl)NC(=O)C1=C(N=C(S1)N(C(=O)C1(CC1)C(=O)N)C1=CC=C(C=C1)F)C1=CC=CC=C1 N-(5-((3,4-dichlorophenyl)carbamoyl)-4-phenylthiazol-2-yl)-N-(4-fluorophenyl)cyclopropane-1,1-dicarboxamide